Guanidin NC(=N)N